FC(C1=CN=C(S1)C(=O)O)F 5-(difluoromethyl)thiazole-2-carboxylic acid